C(C)(C)N1C2=C(C=CC1=O)NC=C2 4-isopropyl-1,4-dihydro-5H-pyrrolo[3,2-b]pyridin-5-one